CC(C(C(C)O)O)O 2,3,4-Pentanetriol